COC1=NC=CC=2C1=CN(N2)COCC[Si](C)(C)C 4-methoxy-2-{[2-(trimethylsilyl)ethoxy]methyl}-2H-pyrazolo[4,3-c]pyridine